(R)-1-(4-(2-(6-(3-aminopiperidine-1-carbonyl)-4-methoxy-3-methylpyrazolo[1,5-a]pyridin-2-yl)-1-(cyclopropylmethyl)-5-fluoro-1H-indol-7-yl)piperidin-1-yl)-2-methoxyethan-1-one N[C@H]1CN(CCC1)C(=O)C=1C=C(C=2N(C1)N=C(C2C)C=2N(C1=C(C=C(C=C1C2)F)C2CCN(CC2)C(COC)=O)CC2CC2)OC